3-[6-[8-[[5-Chloro-4-[(1-methyl-2-oxo-indolin-5-yl)amino]pyrimidin-2-yl]-methyl-amino]-5-azaspiro[3.5]nonan-5-yl]-1-methyl-indazol-3-yl]piperidine-2,6-dione ClC=1C(=NC(=NC1)N(C1CCN(C2(CCC2)C1)C1=CC=C2C(=NN(C2=C1)C)C1C(NC(CC1)=O)=O)C)NC=1C=C2CC(N(C2=CC1)C)=O